(S)-1-(5-chloro-3-fluoropyridin-2-yl)-3-(oxetan-3-ylmethyl)-4-(4-(trifluoromethyl)benzyl)piperazine-2,5-dione ClC=1C=C(C(=NC1)N1C([C@@H](N(C(C1)=O)CC1=CC=C(C=C1)C(F)(F)F)CC1COC1)=O)F